C1(CC1)C=1N=NN(C1)[C@H](C(=O)N1C(CC(C1)O)C(=O)N)C(C)(C)C 1-((S)-2-(4-cyclopropyl-1H-1,2,3-triazol-1-yl)-3,3-dimethylbutanoyl)-4-hydroxypyrrolidine-2-carboxamide